OC[C@H](C1=CC=CC=C1)NC1=CC(=NC=C1C=1OC(=NN1)C(C)(C)O)NC=1N=CC2=C(N1)C(N(C2=O)C)(C)C (S)-2-((4-((2-hydroxy-1-phenylethyl)amino)-5-(5-(2-hydroxypropan-2-yl)-1,3,4-oxadiazol-2-yl)pyridin-2-yl)amino)-6,7,7-trimethyl-6,7-dihydro-5H-pyrrolo[3,4-d]pyrimidin-5-one